3-(6-Amino-1-oxo-2,3-dihydro-1H-isoindol-2-yl)piperidine-2,6-dione NC1=CC=C2CN(C(C2=C1)=O)C1C(NC(CC1)=O)=O